FC=1C=C(C#N)C=CC1N1C(=NC(=C1)C1=NC(=NC=C1C(F)(F)F)N[C@@H]1[C@@H](CN(CC1)S(=O)(=O)C)F)C 3-Fluoro-4-(4-(2-(((3R,4S)-3-fluoro-1-(methylsulfonyl)piperidin-4-yl)amino)-5-(trifluoromethyl)pyrimidin-4-yl)-2-methyl-1H-imidazol-1-yl)benzonitrile